8-((2-methoxy-2-oxoethyl)sulfonyl)-2-(3-(3-methoxy-3-oxopropyl)phenyl)-2,7,7-trimethyloctanoic acid COC(CS(=O)(=O)CC(CCCCC(C(=O)O)(C)C1=CC(=CC=C1)CCC(=O)OC)(C)C)=O